C(CCCCCCCCCCC)SC(CC(C)=O)(C)C 4-(dodecylsulfanyl)-4-methylpentan-2-one